dioctanoxytitanium dioctanate C(CCCCCCC)(=O)[O-].C(CCCCCCC)(=O)[O-].C(CCCCCCC)O[Ti+2]OCCCCCCCC